COC=1C=C2C(=NC=NC2=CC1OCC1CCN(CC1)C)C1=CC=C(C=C1)[N+](=O)[O-] 6-methoxy-7-((1-methylpiperidin-4-yl)methoxy)-4-(4-Nitrophenyl)quinazoline